2-((5-aminopyridin-2-yl)amino)-2-oxoethyl acetate C(C)(=O)OCC(=O)NC1=NC=C(C=C1)N